(R)-5-[1-(2-Chloro-6-fluoro-phenyl)-piperidin-4-yl]-7-(2-cyclopropyl-benzyl)-4-methyl-2,4,5,7-tetrahydro-pyrazolo[3,4-d]pyrimidin-6-on ClC1=C(C(=CC=C1)F)N1CCC(CC1)N1C(N(C=2C([C@H]1C)=CNN2)CC2=C(C=CC=C2)C2CC2)=O